BrC1=CN(C(C2=CN=CC=C12)=O)CCCC 4-bromo-2-butyl-2,7-naphthyridin-1(2H)-one